FC=1C=C2C(=NNC2=CC1)C(=O)NC=1C=C2C(=NC1)NC(=C2)C2=CC=CC=C2 5-fluoro-N-(2-phenyl-1H-pyrrolo[2,3-b]pyridin-5-yl)-1H-indazole-3-carboxamide